N-[(2-Amino-3-pyridyl)sulfonyl]-6-(4-ethoxyphenyl)-2-[(4S)-2,2,4-trimethylpyrrolidin-1-yl]pyridin-3-carboxamid NC1=NC=CC=C1S(=O)(=O)NC(=O)C=1C(=NC(=CC1)C1=CC=C(C=C1)OCC)N1C(C[C@@H](C1)C)(C)C